(S)-7-(8-methylnaphthalen-1-yl)-2-((1-methylpyrrolidin-2-yl)methoxy)-5,6,7,8-tetrahydropyrido[3,4-d]pyrimidin-4-yl trifluoromethanesulfonate FC(S(=O)(=O)OC=1C2=C(N=C(N1)OC[C@H]1N(CCC1)C)CN(CC2)C2=CC=CC1=CC=CC(=C21)C)(F)F